N1CC(CCC1)NC1=NC=C(C(=N1)C1=CNC=2C(NCC=CCC21)=O)C(F)(F)F 3-{2-[(piperidin-3-yl)amino]-5-(trifluoromethyl)pyrimidin-4-yl}-1H,4H,7H,8H,9H-pyrrolo[2,3-c]azocin-9-one